C(=O)C1=CC=C(C=C1)C#CC=1C=C(C=CC1)NC(OC(C)(C)C)=O tert-Butyl (3-((4-formylphenyl)ethynyl)phenyl)carbamate